2-[5-ethylsulfonyl-6-[3-methyl-6-(trifluoromethyl)imidazo-[4,5-c]pyridin-2-yl]-3-pyridyl]acetonitrile C(C)S(=O)(=O)C=1C=C(C=NC1C1=NC2=C(C=NC(=C2)C(F)(F)F)N1C)CC#N